CN(C1=CC=C(C=C1)C1=NN=C(O1)N)C 5-(4-(dimethylamino)phenyl)-1,3,4-oxadiazol-2-amine